CN1C(C=C(C(=C1)B1OC(C(O1)(C)C)(C)C)/C=C/C(=O)OCC)=O (E)-ethyl 3-(1-methyl-2-oxo-5-(4,4,5,5-tetramethyl-1,3,2-dioxaborolan-2-yl)-1,2-dihydropyridin-4-yl)acrylate